methyl 4-((2-amino-4-chloro-5H-pyrrolo[3,2-d]pyrimidin-5-yl) methyl)-3-methoxybenzoate NC=1N=C(C2=C(N1)C=CN2CC2=C(C=C(C(=O)OC)C=C2)OC)Cl